1,6-bis(2,2,6,6-tetramethyl-4-piperidyl-amino)hexane Methyl-3-chloro-5-fluoro-6-(2-methoxy-4-(trifluoromethyl)phenyl)picolinate COC(C1=NC(=C(C=C1Cl)F)C1=C(C=C(C=C1)C(F)(F)F)OC)=O.CC1(NC(CC(C1)NCCCCCCNC1CC(NC(C1)(C)C)(C)C)(C)C)C